N-[6-(2-chloro-5-fluorophenyl)-3-(2,2-difluoroethyl)-2-methyl-8-oxo-7,8-dihydro-6H-pyrrolo[4,3-g]indazol-5-yl]-6-fluoro-1-oxo-1λ4-benzothiophene-3-carboxamide ClC1=C(C=C(C=C1)F)C1NC(C2=C1C(=CC1=C(N(N=C21)C)CC(F)F)NC(=O)C2=CS(C1=C2C=CC(=C1)F)=O)=O